N-benzyl-pyrrole C(C1=CC=CC=C1)N1C=CC=C1